(5-fluoro-1-methyl-indol-3-yl)methanone FC=1C=C2C(=CN(C2=CC1)C)C=O